1-methyl-7-(trifluoromethyl)-1H-imidazo[4,5-b]pyridine 4-oxide CN1C=NC2=[N+](C=CC(=C21)C(F)(F)F)[O-]